C1=CC=C(C(=C1)C(=O)O)S(=O)(=O)N SULFAMOYLBENZOIC ACID